(S)-N-(allyloxy)-2-chloro-4-(3-(2-chloro-7-(1-methoxyethyl)pyrazolo[1,5-a]pyrimidin-6-yl)ureido)benzamide C(C=C)ONC(C1=C(C=C(C=C1)NC(=O)NC=1C=NC=2N(C1[C@H](C)OC)N=C(C2)Cl)Cl)=O